(E)-N-((7-ethoxy-6-methoxy-1-(2-(5-methoxy-1H-indol-3-yl)ethyl)-3,4-dihydroisoquinolin-2(1H)-yl)(morpholinyl)methylene)cyanamide C(C)OC1=C(C=C2CCN(C(C2=C1)CCC1=CNC2=CC=C(C=C12)OC)\C(=N\C#N)\N1CCOCC1)OC